Tert-butyl N-{1-[1-(2,6-dioxopiperidin-3-yl)-3-methyl-2-oxo-1,3-benzodiazol-5-yl] piperidin-4-yl}-N-methylcarbamate O=C1NC(CCC1N1C(N(C2=C1C=CC(=C2)N2CCC(CC2)N(C(OC(C)(C)C)=O)C)C)=O)=O